FC(C(=O)O)(F)F.FC(C(=O)O)(F)F.NC=1SC2=C(N1)C(=CC=C2F)C2=C1C=CN3C1=C(C=C2F)C(N2[C@H](CC3)CNCC2)=O (8aR)-3-(2-Amino-7-fluorobenzo[d]thiazol-4-yl)-2-fluoro-8,8a,9,10,11,12-hexahydro-7H,14H-pyrazino[1',2':5,6][1,5]diazocino[3,2,1-hi]indol-14-one bis(2,2,2-trifluoroacetate)